3-[4-[1-[2-[4-[2,6-dimethoxy-4-(6-methyl-7-oxo-1H-pyrazolo[3,4-c]pyridin-4-yl)benzoyl]piperazin-1-yl]-2-oxo-ethyl]-4-piperidyl]anilino]piperidine-2,6-dione TFA salt OC(=O)C(F)(F)F.COC1=C(C(=O)N2CCN(CC2)C(CN2CCC(CC2)C2=CC=C(NC3C(NC(CC3)=O)=O)C=C2)=O)C(=CC(=C1)C=1C2=C(C(N(C1)C)=O)NN=C2)OC